[O-]CC.[O-]CC.[Na+].[Na+] sodium diethoxide